ClC1=CC2=C(N=C(N=C2N[C@H](C)C2=C(C(=CC=C2)C(F)F)F)C)C=N1 (R)-6-chloro-N-(1-(3-(difluoromethyl)-2-fluorophenyl)ethyl)-2-methylpyrido[3,4-d]pyrimidine-4-amine